C1NCC2=CC=CC=C12 dihydro-1H-isoindol